hexahydropyrimidine-2,4-dione N1C(NC(CC1)=O)=O